(R)-2-(4-((6,6-dimethyltetrahydro-2H-pyran-3-yl)amino)pyrido[3,4-d]pyridazin-1-yl)-5-methylphenol CC1(CC[C@H](CO1)NC=1N=NC(=C2C1C=NC=C2)C2=C(C=C(C=C2)C)O)C